P(=O)(O)(O)OC[C@@H]1[C@H](C[C@@H](O1)N1C=NC=2C(=O)NC(N)=NC12)O 2'-deoxyguanosine 5'-monophosphate